1-(4-(hydrazinecarbonyl)phenyl)-3-(3'-methoxy-[1,1'-biphenyl]-4-yl)urea N(N)C(=O)C1=CC=C(C=C1)NC(=O)NC1=CC=C(C=C1)C1=CC(=CC=C1)OC